ethyl 2-spiro[3.3]heptane-2-ylideneacetate C1C(CC12CCC2)=CC(=O)OCC